3-chloro-6-methoxy-4-(4,4,5,5-tetramethyl-1,3,2-dioxaborolan-2-yl)pyrazolo[1,5-a]pyridine ClC=1C=NN2C1C(=CC(=C2)OC)B2OC(C(O2)(C)C)(C)C